ClC1=CC=C(CN2CCN(CC2)S(=O)(=O)N2[C@H]([C@@H]3CC[C@H](C2)N3C(=O)OCCOC)C(=O)O)C=C1 (1s,2r,5r)-3-((4-(4-chlorobenzyl)piperazin-1-yl)sulfonyl)-8-((2-methoxyethoxy)carbonyl)-3,8-diazabicyclo[3.2.1]octane-2-carboxylic acid